3-acryloyloxypropyl(tris(2-(4-vinylbenzoyloxy)ethyl))ammonium C(C=C)(=O)OCCC[N+](CCOC(C1=CC=C(C=C1)C=C)=O)(CCOC(C1=CC=C(C=C1)C=C)=O)CCOC(C1=CC=C(C=C1)C=C)=O